O1CCOC2=C1C=CC(=C2)C2=C(N=C1N2CCN1)C1=NC(=CC=C1)C 5-(2,3-dihydro-benzo[1,4]dioxin-6-yl)-6-(6-methyl-pyridin-2-yl)-2,3-dihydro-1H-imidazo[1,2-a]imidazole